CC1N(CCC(C1)C1=CC2=C(N(C(O2)=O)C)C=C1)C(=O)OC(C)(C)C tert-Butyl 2-methyl-4-(3-methyl-2-oxo-1,3-benzoxazol-6-yl)piperidine-1-carboxylate